(R)-2-(4-(pyrazolo[1,5-a]pyridin-2-yl)-6,7-dihydro-1H-imidazo[4,5-c]pyridin-5(4H)-yl)benzo[d]oxazole N1=C(C=C2N1C=CC=C2)[C@@H]2N(CCC1=C2N=CN1)C=1OC2=C(N1)C=CC=C2